BrC1=CC(=C(CN(C(OC(C)(C)C)=O)C[C@H]2NC(CC2)=O)C(=C1)OC)F tert-butyl (S)-(4-bromo-2-fluoro-6-methoxybenzyl)((5-oxopyrrolidin-2-yl)methyl)carbamate